6-(Trifluoromethyl)-1,2-dihydropyridine-3-carboxamide FC(C1=CC=C(CN1)C(=O)N)(F)F